ClC1=CC=C2C(=CNC2=C1)S(=O)(=O)NC1=NC(=C(C(=N1)C1CC1)OCC(F)F)OC 6-chloro-N-[4-cyclopropyl-5-(2,2-difluoroethoxy)-6-methoxy-pyrimidin-2-yl]-1H-indole-3-sulfonamide